FC(C(=O)O)(F)F.COC=1C=C(C=NC1)C1=CC(=NC=C1)C=1NC(=C(N1)C(=O)O)C(F)(F)F 2-(5-Methoxy-3,4'-bipyridin-2'-yl)-5-(trifluoromethyl)-1H-imidazole-4-carboxylic acid trifluoroacetate salt